methyl 3-(4-{3-cyanobicyclo[1.1.1]pentan-1-yl}phenoxymethyl)-1-(4-methoxybenzoyl)pyrrolidine-3-carboxylate C(#N)C12CC(C1)(C2)C2=CC=C(OCC1(CN(CC1)C(C1=CC=C(C=C1)OC)=O)C(=O)OC)C=C2